(2S)-2-({[(9H-fluoren-9-yl)methoxy]carbonyl}(2,2,2-trifluoroethyl)amino)-3-phenyl-propanoic acid C1=CC=CC=2C3=CC=CC=C3C(C12)COC(=O)N([C@H](C(=O)O)CC1=CC=CC=C1)CC(F)(F)F